N-bocvaline Platinum [Pt].C(=O)(OC(C)(C)C)N[C@@H](C(C)C)C(=O)O